ClC1=CC(=C(C=C1)C1=NC(=CC=2N=C(N(C(C21)=O)C)C)N2C[C@@H](OCC2)C=2C=NN(C2)CC)F 5-(4-chloro-2-fluorophenyl)-7-((2S)-2-(1-ethyl-1H-pyrazol-4-yl)-4-morpholinyl)-2,3-dimethylpyrido[4,3-d]pyrimidin-4(3H)-one